N-((4-methoxyphenyl)(3-phenylbicyclo[1.1.1]pentan-1-yl)methyl)nicotinamide COC1=CC=C(C=C1)C(NC(C1=CN=CC=C1)=O)C12CC(C1)(C2)C2=CC=CC=C2